(S)-2-(3-(1-(2-Azabicyclo[2.2.2]octane-3-carbonyl)azetidine-3-carbonyl)-1H-pyrrolo[2,3-c]pyridin-1-yl)-N-ethyl-5-fluoro-N-isopropylbenzamide C12N[C@@H](C(CC1)CC2)C(=O)N2CC(C2)C(=O)C2=CN(C1=CN=CC=C12)C1=C(C(=O)N(C(C)C)CC)C=C(C=C1)F